Ethyl 3-[1-(2-chloroethyl)-4-methyl-1H-benzotriazol-5-yl]-3-{3-[(6-hydroxy-2,2-dioxo-2H-1,2λ6,3-benzoxathiazin-3(4H)-yl)methyl]-4-methylphenyl}propanoate hydrochloride Cl.ClCCN1N=NC2=C1C=CC(=C2C)C(CC(=O)OCC)C2=CC(=C(C=C2)C)CN2S(OC1=C(C2)C=C(C=C1)O)(=O)=O